C(C)(C)(C)OC(NC=1C=NC(=CC1)N1N=C(C(=C1)B1OC(C(O1)(C)C)(C)C)C)=O.OC1=C(C=CC(=C1)O)N1N=C2C(=N1)C=CC=C2 2-(2-hydroxy-4-hydroxyphenyl)benzotriazole tert-butyl-N-[6-[3-methyl-4-(4,4,5,5-tetramethyl-1,3,2-dioxaborolan-2-yl)pyrazol-1-yl]-3-pyridyl]carbamate